1-(4-hydroxyphenyl)-3-(1-bromo-2-naphthyl)-2-propen-1-one OC1=CC=C(C=C1)C(C=CC1=C(C2=CC=CC=C2C=C1)Br)=O